ClC=1C=C2C=C(NC2=C(C1F)F)C(=O)N[C@@H]1[C@@H](NC1)C 5-chloro-6,7-difluoro-N-((2S,3S)-2-methylazetidin-3-yl)-1H-indole-2-carboxamide